7-methoxy-3-[(2R,3R)-3-(2,4-difluorophenyl)-3-hydroxy-4-(1,2,4-triazol-1-yl)-2-butyl]1,2,3-benzotriazin-4-one COC1=CC2=C(C(N(N=N2)[C@H](C)[C@@](CN2N=CN=C2)(O)C2=C(C=C(C=C2)F)F)=O)C=C1